FC=1C(=CC(=NC1)C)C1=CC(=NN1)C(=O)N1[C@@H]2CCC[C@H]1CC2 (1R,3R,5S)-8-[5-(5-fluoro-2-methylpyridin-4-yl)-1H-pyrazole-3-carbonyl]-8-azabicyclo[3.2.1]octane